FC(OC=1C=C(C=CC1)N1N=C(C=2C1=NC=C(C2)C(=O)N[C@@]2(CS(CC2)(=O)=O)C)C2=CC=C(C=C2)F)F (S)-1-(3-(difluoromethoxy)phenyl)-3-(4-fluorophenyl)-N-(3-methyl-1,1-dioxo-thiolan-3-yl)pyrazolo[3,4-b]pyridine-5-carboxamide